ClC1=C(C(=CC=C1)F)CC(=O)NC1=CC(=NC=C1)N(C(C)=O)C1=CC(=CC(=C1)OC)F N-{4-[2-(2-Chloro-6-fluorophenyl)acetamido]pyridin-2-yl}-N-(3-fluoro-5-methoxyphenyl)acetamide